O1CCC(CC1)C#CC=1SC(=CN1)C=1C=C2C(=CN=CC2=CC1)OC1CCC(CC1)C(=O)O 4-((6-(2-((tetrahydro-2H-pyran-4-yl)ethynyl)thiazol-5-yl)isoquinolin-4-yl)oxy)cyclohexane-1-carboxylic acid